2-((3-octyl-1,2,4-oxadiazol-5-yl)methyl)acrylic acid C(CCCCCCC)C1=NOC(=N1)CC(C(=O)O)=C